C(C)(=O)N1CC2(C1)CC1(N(C(CN(C1=O)C1=NC=C(C=C1F)Cl)=O)CC1=CC=C(C=C1)Cl)C2 2-acetyl-10-(5-chloro-3-fluoropyridin-2-yl)-7-(4-chlorobenzyl)-2,7,10-triazadispiro[3.1.56.14]dodecane-8,11-dione